(2S)-2-[4-{5-chloro-2-[4-(trifluoromethyl)-1H-1,2,3-triazol-1-yl]phenyl}-5-methoxy-2-oxopyridin-1(2H)-yl]-N-(2-methyl-2H-indazol-5-yl)butanamide ClC=1C=CC(=C(C1)C1=CC(N(C=C1OC)[C@H](C(=O)NC1=CC2=CN(N=C2C=C1)C)CC)=O)N1N=NC(=C1)C(F)(F)F